ClCCN1CCC(CC1)(F)F 1-(2-chloroethyl)-4,4-difluoropiperidine